N,N-dimethyl-3,5-dimethylpiperidinium iodide [I-].C[N+]1(CC(CC(C1)C)C)C